Glycine Carbamate C(N)(O)=O.NCC(=O)O